ClC=1C=CC(=C(C1)CC(=O)N1CCC2=CC(=CC(=C12)F)C1=NC(=NC=C1)NC1=CC=NN1C)F 2-(5-chloro-2-fluorophenyl)-1-(7-fluoro-5-(2-((1-methyl-1H-pyrazol-5-yl)amino)pyrimidin-4-yl)indolin-1-yl)ethan-1-one